1-(3,5-dichloropyridine-4-yl)ethanone ClC=1C=NC=C(C1C(C)=O)Cl